7-(2-hydroxypropan-2-yl)-6,7,8,9-tetrahydro-5H-carbazole-1-carboxamide OC(C)(C)C1CCC=2C=3C=CC=C(C3NC2C1)C(=O)N